1-cyclopropyl-6-fluoro-3-({[(3S)-1-(6-methylpyridin-3-yl)piperidin-3-yl][(2-methylpyridin-4-yl)methyl]amino}methyl)-1,4-dihydroquinolin-4-one hydrochloride Cl.C1(CC1)N1C=C(C(C2=CC(=CC=C12)F)=O)CN(CC1=CC(=NC=C1)C)[C@@H]1CN(CCC1)C=1C=NC(=CC1)C